C1CCNC(=O)C1 Piperidon